2-[(6,7-Difluoro-4-methylsulfanyl-1H-indol-5-yl)oxy]-5-fluoro-4-[4-(4-methylchroman-4-yl)-1H-imidazol-2-yl]benzonitrile FC1=C(C(=C2C=CNC2=C1F)SC)OC1=C(C#N)C=C(C(=C1)C=1NC=C(N1)C1(CCOC2=CC=CC=C12)C)F